4,5-dihydro-1H-imidazol-2-amine N1C(=NCC1)N